3-((2R,4S)-4-(4-(2,4-difluorophenyl)-6,7-dimethylpteridin-2-yl)tetrahydro-2H-pyran-2-yl)-1-methylpyridin-2(1H)-one FC1=C(C=CC(=C1)F)C1=NC(=NC2=NC(=C(N=C12)C)C)[C@@H]1C[C@@H](OCC1)C=1C(N(C=CC1)C)=O